Cl.C[C@H]1CN(CC1)S(=O)(=O)C (R)-3-methyl-1-(methylsulfonyl)pyrrolidine hydrochloride